CCP(=O)(O)OCC1=CC=C(C=C1)[N+](=O)[O-] The molecule is a C-nitro compound that is ethylphosphonic acid esterified with (4-nitrophenyl)methanol; a phosphonate transition state analogue with affinity for catalytic antibody 7B9. It is a C-nitro compound and a phosphonic ester.